2'-ethoxy-5-({2-[5-methyl-6-(trifluoromethyl)pyridine-2-carbonyl]-2-azaspiro[3.3]heptan-6-yl}oxy)-N-[(3R)-pyrrolidin-3-yl]-[2,3'-bipyridine]-6-carboxamide C(C)OC1=NC=CC=C1C1=NC(=C(C=C1)OC1CC2(CN(C2)C(=O)C2=NC(=C(C=C2)C)C(F)(F)F)C1)C(=O)N[C@H]1CNCC1